4-[1-(2-fluorobenzoyl)-1H-pyrrolo[2,3-c]pyridin-4-yl]benzonitrile FC1=C(C(=O)N2C=CC=3C2=CN=CC3C3=CC=C(C#N)C=C3)C=CC=C1